C(CC(O)(C(=O)[O-])CC(=O)OCCCCCCCC\C=C/CCCCCCCC)(=O)OCCCCCCCC\C=C/CCCCCCCC dioleyl citrate